4-(7,9-dimethylpyrido[3',2':4,5]thieno[3,2-d]pyrimidin-4-yl)piperidine-1-carbaldehyde CC=1C=C(C2=C(SC3=C2N=CN=C3C3CCN(CC3)C=O)N1)C